binaphtholamine phosphate P(=O)(O)(O)O.C1(=C(C(=CC2=CC=CC=C12)N)O)C1=CC=CC2=CC=CC=C12